N1C(=NC=C1)CCCN 3-(imidazolyl)propan-1-amine